O.N1(N=NC2=C1C=CC=C2)O 1H-1,2,3-benzotriazol-1-ol hydrate